FC(C1=CC=C(C=N1)O[C@@H](CN1CCC2(CS(C2)(=O)=O)CC1)C)(F)F (R)-7-(2-((6-(Trifluoromethyl)pyridin-3-yl)oxy)propyl)-2-thia-7-azaspiro[3.5]nonane 2,2-dioxide